Thymyl 3,3-dimethylacrylate CC(=CC(=O)OC1=CC(C)=CC=C1C(C)C)C